ethyl 2-cyclopentyl-4-methylnicotinate C1(CCCC1)C1=C(C(=O)OCC)C(=CC=N1)C